2-((2-(4-(benzyloxy)benzyl)-3-oxoisoindolin-1-yl)methyl)benzonitrile C(C1=CC=CC=C1)OC1=CC=C(CN2C(C3=CC=CC=C3C2=O)CC2=C(C#N)C=CC=C2)C=C1